1-(benzenesulfonyl)pyrrolo[2,3-b]pyridin-6-ol C1(=CC=CC=C1)S(=O)(=O)N1C=CC=2C1=NC(=CC2)O